FC(C1=CN=C(N1)C1=CC=C(C=C1)CN)(F)F (4-(5-(trifluoromethyl)-1H-imidazol-2-yl)phenyl)methylamine